(S)-4-((1S,3S)-3-(3-(5-chloropyridin-3-yl)-1-isopropyl-1H-1,2,4-triazol-5-yl)cyclopentyl)-3-methylmorpholine ClC=1C=C(C=NC1)C1=NN(C(=N1)[C@@H]1C[C@H](CC1)N1[C@H](COCC1)C)C(C)C